BrC(CC1=CC=C(C(=O)NC2=CC3=C(N(C4=CC=CC=C34)C)C(=N2)C2=CC=C(C=C2)OC)C=C1)C 4-(2-bromopropyl)-N-(1-(4-methoxyphenyl)-9-methyl-9H-pyrido[3,4-b]indol-3-yl)benzamide